1-{N-[2-(2-oxo-1-piperidinyl)ethyl]-2-amino-5-fluorobenzo[d]thiazol-6-yl}-3-(4-chlorophenyl)urea O=C1N(CCCC1)CCN1C(SC2=C1C=C(C(=C2)NC(=O)NC2=CC=C(C=C2)Cl)F)N